tert-butyl ((1-(2-(2,6-dioxopiperidin-3-yl)-1,3-dioxoisoindolin-5-yl)piperidin-4-yl)methyl)carbamate O=C1NC(CCC1N1C(C2=CC=C(C=C2C1=O)N1CCC(CC1)CNC(OC(C)(C)C)=O)=O)=O